5-(1-(2,2-difluoroethyl)-1H-benzo[d][1,2,3]triazol-6-yl)-6-fluoro-4-methoxy-N-(2-oxaspiro[3.5]nonan-7-yl)pyrrolo[2,1-f][1,2,4]triazin-7-d-2-amine FC(CN1N=NC2=C1C=C(C=C2)C=2C(=C(N1N=C(N=C(C12)OC)NC1CCC2(COC2)CC1)[2H])F)F